BrC1=C(C=CC(=C1)F)C(\C=C\N(C)C)=O (E)-1-(2-bromo-4-fluorophenyl)-3-(dimethylamino)prop-2-en-1-one